N-[(1R,3S)-3-{[6-chloro-2-(trifluoromethyl)quinolin-4-yl]amino}cyclohexyl]-3-(difluoromethylsulfonamido)benzamide ClC=1C=C2C(=CC(=NC2=CC1)C(F)(F)F)N[C@@H]1C[C@@H](CCC1)NC(C1=CC(=CC=C1)NS(=O)(=O)C(F)F)=O